NCCNC(=O)C1OCCC2=C1C=CC=C2OC N-(2-aminoethyl)-5-methoxy-3,4-dihydro-1H-2-benzopyran-1-carboxamide